CO[Si](CCCSCCCNC(=S)N)(OC)OC N-3-(3-trimethoxysilylpropylthio)propylthiourea